CN1C(N(C=2C1=NC=C(C2)C2=CC(=CC=C2)C(F)(F)F)CC=2C=NC=NC2)=O 3-methyl-1-(pyrimidin-5-ylmethyl)-6-[3-(trifluoromethyl)phenyl]imidazo[4,5-b]pyridin-2-one